4-amino-3,5-dibromobenzonitrile NC1=C(C=C(C#N)C=C1Br)Br